5-fluoro-N-(1-methylsulfonyl-4-piperidyl)pyrimidin-2-amine FC=1C=NC(=NC1)NC1CCN(CC1)S(=O)(=O)C